tert-butyl N-{1-[5-bromo-4-(4-cyano-3-fluorophenyl)-6-(methylamino)pyrimidin-2-yl]piperidin-4-yl}carbamate BrC=1C(=NC(=NC1NC)N1CCC(CC1)NC(OC(C)(C)C)=O)C1=CC(=C(C=C1)C#N)F